FC1=CNC2=NC=C(N=C21)N2CCC1(C=CCN1C(=O)NC=1C(N(C=C(C1)C(F)(F)F)C)=O)CC2 8-(7-fluoro-5H-pyrrolo[2,3-b]pyrazin-2-yl)-N-(1-methyl-2-oxo-5-(trifluoromethyl)-1,2-dihydropyridin-3-yl)-1,8-diazaspiro[4.5]dec-3-ene-1-carboxamide